ClC1=NC(=CC(=N1)C1=CC=CC=C1)C1=CC=CC=2C3(C4=CC=CC=C4C12)CCCCC3 2-chloro-4-phenyl-6-(spiro[cyclohexane-1,9'-fluoren]-4'-yl)pyrimidine